methyl 2-((1-(2-isobutoxy-3,6-dimethyl-4-oxo-3,4-dihydroquinazolin-8-yl)ethyl)amino)benzoate C(C(C)C)OC1=NC2=C(C=C(C=C2C(N1C)=O)C)C(C)NC1=C(C(=O)OC)C=CC=C1